[N+](=O)([O-])C1(COC2(OC1)CCOCC2)CO (3-Nitro-1,5,9-trioxaspiro[5.5]undecan-3-yl)methanol